methyl (1s,4s)-2'-bromo-4-[(3-chlorophenyl)(trifluoroacetyl)amino]-6'-hydroxy-5'-methylspiro[cyclohexane-1,1'-indene]-4-carboxylate BrC=1C2(C3=CC(=C(C=C3C1)C)O)CCC(CC2)(C(=O)OC)N(C(C(F)(F)F)=O)C2=CC(=CC=C2)Cl